NC1=CC=C(C=C1)NC(\C=C/C1=CC(=C(C=C1)O)OC)=O (Z)-N-(4-aminophenyl)-3-(4-hydroxy-3-methoxyphenyl)acrylamide